N-methyl-N'-{[(3R,5aS,6R,8aS,9R,10S,12R,12aR)-3,6,9-trimethyldecahydro-12H-3,12-epoxypyrano[4,3-j][1,2]benzodioxepin-10-yl]methyl}urea CNC(=O)NC[C@@H]1[C@@H]([C@@H]2CC[C@H]([C@@H]3CC[C@]4(OO[C@]32[C@H](O1)O4)C)C)C